phenanthren-3-yl-(1,3-dihydroxy-2-(hydroxymethyl) prop-2-yl) carbamate C(N)(OC(CO)(C(O)C=1C=CC=2C=CC3=CC=CC=C3C2C1)CO)=O